(1R,4s)-4-(8-(2,6-dichloro-4-fluorophenylamino)-2-((1S,3R)-3-hydroxycyclohexylamino)-9H-purin-9-yl)-1-methylcyclohexanecarboxamide ClC1=C(C(=CC(=C1)F)Cl)NC=1N(C2=NC(=NC=C2N1)N[C@@H]1C[C@@H](CCC1)O)C1CCC(CC1)(C(=O)N)C